Uranium tetrachloride [Cl-].[Cl-].[Cl-].[Cl-].[U+4]